FC1=CC=C(C=C1)C1CC(N(CC1)C1=CC(=NN1)C1=CC=NC=C1)=O 4-(4-fluorophenyl)-1-(3-(pyridin-4-yl)-1H-pyrazol-5-yl)piperidin-2-one